(-)-N-[3-Chloro-1-(3-pyridinyl)-1H-pyrazol-4-yl]-N-ethyl-3-[(3,3,3-trifluoropropyl)sulfinyl]propanamid ClC1=NN(C=C1N(C(CCS(=O)CCC(F)(F)F)=O)CC)C=1C=NC=CC1